7-(5-(trifluoromethyl)isoxazol-3-yl)-1,4-oxazepan-3-one FC(C1=CC(=NO1)C1CCNC(CO1)=O)(F)F